BrC1=CC(=CN1)CN(C(OC(C)(C)C)=O)C tert-butyl ((5-bromo-1H-pyrrol-3-yl)methyl)(methyl)carbamate